CC(C(=O)OC)(C)C1=CC2=C(N(C=N2)COCC[Si](C)(C)C)C=C1 methyl 2-methyl-2-(1-((2-(trimethylsilyl)ethoxy)methyl)-1H-benzo[d]imidazol-5-yl)propanoate